3-acryloyl-oxypropyltrimethoxysilane tert-butyl-(R)-2-((4-(2,4-dioxo-3-((2-(trimethylsilyl)ethoxy)methyl)tetrahydropyrimidin-1(2H)-yl)-1H-indol-1-yl)methyl)morpholine-4-carboxylate C(C)(C)(C)OC(=O)N1C[C@H](OCC1)CN1C=CC2=C(C=CC=C12)N1C(N(C(CC1)=O)COCC[Si](C)(C)C)=O.C(C=C)(=O)OCCC[Si](OC)(OC)OC